1-butyl-2-methyl-indol C(CCC)N1C(=CC2=CC=CC=C12)C